S(=O)(=O)(O)CCO.O1C2=C(C=CC=C2)OC2=C1C=CC=C2 oxydiphenylether isethionate